3-(benzyloxy)-2-(4-((tert-butyldimethylsilyl)oxy)-3,3-dimethylbut-1-yn-1-yl)-N-(3-chloro-4-fluorophenyl)aniline C(C1=CC=CC=C1)OC=1C(=C(NC2=CC(=C(C=C2)F)Cl)C=CC1)C#CC(CO[Si](C)(C)C(C)(C)C)(C)C